8-(4-chlorophenylthio)-3-phenyl-1,N2-ethenoguanosine-5'-monophosphate P(=O)(O)(O)OC[C@@H]1[C@H]([C@H]([C@@H](O1)N1C(=NC=2C(=O)N3C(NC=C3)N(C12)C1=CC=CC=C1)SC1=CC=C(C=C1)Cl)O)O